Cyclopentyl-N-cyclopropyl-2-methoxy-1H-imidazole-1-carboxamide C1(CCCC1)C=1N=C(N(C1)C(=O)NC1CC1)OC